(R)-N-(7-methyl-[1,2,4]triazolo[1,5-a]pyridin-6-yl)-4-(3-methylpiperazin-1-yl)-2,3-dihydro-1H-pyrrolo[2,3-b]pyridine-1-carboxamide CC1=CC=2N(C=C1NC(=O)N1CCC=3C1=NC=CC3N3C[C@H](NCC3)C)N=CN2